Ethyl (E)-3-(6-fluoro-5-(4-fluoro-3-(1H-pyrazol-3-yl)phenoxy)-1-tosyl-1H-indol-4-yl)acrylate FC1=C(C(=C2C=CN(C2=C1)S(=O)(=O)C1=CC=C(C)C=C1)/C=C/C(=O)OCC)OC1=CC(=C(C=C1)F)C1=NNC=C1